C(O)CN.[Cu] copper ethanolamine salt